CS(=O)(=O)O[C@@H]1C[C@H]2CCC(N2C1)=O (2R,7aR)-5-oxohexahydro-1H-pyrrolizin-2-yl methanesulfonate